IC1=NN(C2=CC3=C(C=C12)OC(=N3)C)CC(=O)OC(C)(C)C tert-Butyl 2-{3-iodo-6-methyl-[1,3]oxazolo[5,4-f]indazol-1-yl}acetate